3-(methyl-(pyridin-2-yl)amino)bicyclo[1.1.1]pentane-1-carboxylic acid CN(C12CC(C1)(C2)C(=O)O)C2=NC=CC=C2